N1(C=NC=C1)C1CN(C1)C(=O)[C@@H]1CCC[C@H]2N1C([C@H](CCCC2)NC(=O)C2=CC1=C(S2)C=CC(=C1)C(F)(F)P(O)(O)=O)=O ((2-(((4S,7S,11aS)-4-(3-(1H-imidazol-1-yl)azetidine-1-carbonyl)-6-oxodecahydro-2H-pyrido[1,2-a]azocin-7-yl)carbamoyl)benzo[b]thiophen-5-yl)difluoromethyl)phosphonic acid